FC1=C(C=CC=C1F)CNC(=O)C=1C(=CC(=C(C1)NC(=O)C1=CN=C(S1)C)C)F N-[5-[(2,3-difluorophenyl)methylcarbamoyl]-4-fluoro-2-methylphenyl]-2-methyl-1,3-thiazole-5-carboxamide